ClC=1C(N(C(=CC1OCC1=C(C=C(C=C1)F)F)C)CC1=CC=C(CNC(CO)=O)C=C1)=O N-(4-{[3-chloro-4-[(2,4-difluorobenzyl)oxy]-6-methyl-2-oxopyridin-1(2H)-yl]methyl}benzyl)-2-hydroxyacetamide